2-(2,6-dioxopiperidin-3-yl)-5-((6-oxo-6-(4-(4-(7-(1,2,3,6-tetrahydropyridin-4-yl)quinoxalin-2-yl)-1H-pyrazol-1-yl)piperidin-1-yl)hexyl)amino)isoindoline-1,3-dione O=C1NC(CCC1N1C(C2=CC=C(C=C2C1=O)NCCCCCC(N1CCC(CC1)N1N=CC(=C1)C1=NC2=CC(=CC=C2N=C1)C=1CCNCC1)=O)=O)=O